amino-4-chloro-2-methyl-indazole-6-carboxylic acid methyl ester COC(=O)C=1C=C(C2=C(N(N=C2C1)C)N)Cl